(2-(2',4'-dimethyl-[1,1'-biphenyl]-4-yl)ethoxy)bicyclo[2.2.1]hept-2-ene CC1=C(C=CC(=C1)C)C1=CC=C(C=C1)CCOC12C=CC(CC1)C2